(S)-1-(ethylglycyl)-N-(6-(trifluoromethoxy)benzo[d]thiazol-2-yl)pyrrolidine-2-carboxamide C(C)NCC(=O)N1[C@@H](CCC1)C(=O)NC=1SC2=C(N1)C=CC(=C2)OC(F)(F)F